N-[(R)-1-[2-fluoro-3-(trifluoromethyl)phenyl]ethyl]-1-[4-fluoro-3-(1-methyl-1H-1,2,3-triazol-5-yl)phenyl]-6-oxo-1,6-dihydro-3-pyridazinecarboxamide FC1=C(C=CC=C1C(F)(F)F)[C@@H](C)NC(=O)C1=NN(C(C=C1)=O)C1=CC(=C(C=C1)F)C1=CN=NN1C